6-AMINO-BENZO[1,3]DIOXOLE-5-CARBALDEHYDE NC=1C(=CC2=C(OCO2)C1)C=O